N-(1-(4-(3-cyano-6-(4-(4-methylpiperazin-1-yl)phenyl)pyrazolo[1,5-a]pyridin-4-yl)phenyl)azetidin-3-yl)acrylamide C(#N)C=1C=NN2C1C(=CC(=C2)C2=CC=C(C=C2)N2CCN(CC2)C)C2=CC=C(C=C2)N2CC(C2)NC(C=C)=O